ClC1=C(C=C(C=C1)NC1=CC(=NC(=N1)N1CCOCC1)CNC(C1=NC=CC=C1)=O)C N-((6-((4-chloro-3-methylphenyl)amino)-2-morpholinopyrimidin-4-yl)methyl)picolinamide